CNC1=NC(=C2N=CN(C2=N1)C1OCCC1)NCC1=CC=C(C=C1)OC (Methylamino)-6-[(4-methoxybenzyl)amino]-9-(tetrahydrofuran-2-yl)-9H-purine